C(C=C)N1N=NC=C1 1-allyl-1H-[1,2,3]-triazole